ClC=1C=CC=C2C=CC=C(C12)N1CC=2N=C(N=C(C2CC1)N1C[C@@H](N(CC1)C(C(=C)F)=O)CC#N)OCC1CN(CCO1)C 2-((2S)-4-(7-(8-chloronaphthalen-1-yl)-2-((4-methylmorpholin-2-yl)methoxy)-5,6,7,8-tetrahydropyrido[3,4-d]pyrimidin-4-yl)-1-(2-fluoroacryloyl)piperazin-2-yl)acetonitrile